Oxetan-3-yl-6-(1-(4-fluorobenzamido)ethyl)-3,4-dihydro-1,5-naphthyridin-1(2H)-carboxylat O1CC(C1)OC(=O)N1CCCC2=NC(=CC=C12)C(C)NC(C1=CC=C(C=C1)F)=O